7-(dimethylamino)benzo[c][1,2,5]thiadiazole-4-carbaldehyde CN(C1=CC=C(C=2C1=NSN2)C=O)C